N[C@@H](CCC(=O)NCCOCCOCCOCCOCC#C)C=1N=NNN1 (S)-4-amino-N-(3,6,9,12-tetraoxapentadec-14-yn-1-yl)-4-(2H-tetrazol-5-yl)butanamide